ETHYL (2E)-2,4,7-DECATRIENOATE C(\C=C\C=CCC=CCC)(=O)OCC